FC(C1=NC=C(C(=C1)C1=C(C=NC(=C1)C)C(=O)NC=1SC2=C(N1)CN(C2)C(C2=NC(=CC=C2)C(F)F)=O)OC)F 2'-(difluoromethyl)-N-(5-(6-(difluoromethyl)picolinoyl)-5,6-dihydro-4H-pyrrolo[3,4-d]thiazol-2-yl)-5'-methoxy-6-methyl-[4,4'-bipyridine]-3-carboxamide